5-[(1R)-1-[5-(2,4-ditert-butoxypyrimidin-5-yl)-1-methyl-pyrazolo[3,4-c]pyridazin-3-yl]oxy-2,2-difluoro-ethyl]-2-fluoro-phenol C(C)(C)(C)OC1=NC=C(C(=N1)OC(C)(C)C)C=1C=C2C(=NN1)N(N=C2O[C@@H](C(F)F)C=2C=CC(=C(C2)O)F)C